2-hydroxy-2-(6-methoxy-2-naphthyl)propionic acid OC(C(=O)O)(C)C1=CC2=CC=C(C=C2C=C1)OC